decyl-(2,3-dihydrobenzo[b][1,4]dioxin-6-yl)(methyl)silane C(CCCCCCCCC)[SiH](C)C1=CC2=C(OCCO2)C=C1